tri(dibenzylideneacetone) dipalladium [Pd].[Pd].C(C1=CC=CC=C1)=CC(=O)C=CC1=CC=CC=C1.C(C1=CC=CC=C1)=CC(=O)C=CC1=CC=CC=C1.C(C1=CC=CC=C1)=CC(=O)C=CC1=CC=CC=C1